ClC1=CC(=C(C=N1)C1=CC(OC2=CC(=CC=C12)OCCC)=O)C 4-(6-chloro-4-methylpyridin-3-yl)-7-propoxy-2H-chromen-2-one